4-(5-oxo-4-(4-(piperazin-1-ylmethyl)phenylamino)-5,6-dihydropyrimido[4,5-d]pyridazin-2-yl)benzoic acid methyl ester hydrochloride Cl.COC(C1=CC=C(C=C1)C=1N=C(C2=C(C=NNC2=O)N1)NC1=CC=C(C=C1)CN1CCNCC1)=O